methyl-5',6'-dihydro-4'H-spiro[cyclopentane-1,7'-thieno[3,2-c]pyridin]-4'-one CC1=CC=2C(NCC3(C2S1)CCCC3)=O